CSC1=NC(=NC(=N1)NC(C)(C)C)NC1CC1 2-methylthio-4-tert-butylamino-6-cyclopropylamino-1,3,5-triazine